C(CCCCCCCCCCC)(=O)OCCN(CCOC(CCCCCCCCCCC)=O)C(=O)OCCN(CCN(CC)CC)CCOC(N(CCOC(CCCCCCCCCCC)=O)CCOC(CCCCCCCCCCC)=O)=O 2-(2-(2-(bis(2-dodecanoyloxyethyl)carbamoyloxy)ethyl-(2-(diethylamino)ethyl)amino)ethoxycarbonyl-(2-dodecanoyloxyethyl)amino)ethyl dodecanoate